NC=1C2=C(N=CN1)N(C=C2C2=CC=C(C=1N2C(=CN1)C)NC(=O)NC1=CC(=C(C=C1)CN1CCN(CC1)C)C(F)(F)F)C1CC1 1-(5-(4-amino-7-cyclopropyl-7H-pyrrolo[2,3-d]pyrimidin-5-yl)-3-methylimidazo[1,2-a]-pyridin-8-yl)-3-(4-((4-meth-ylpiperazin-1-yl)methyl)-3-(trifluoromethyl)phenyl)urea